N-(4-(5-(2-(4,4-difluoropiperidin-1-yl)-6-methylpyridin-4-yl)-1,3,4-oxadiazol-2-yl)-3-(6-azaspiro[2.5]octan-6-yl)phenyl)-1-hydroxy-2-methylpropane-2-sulfonamide FC1(CCN(CC1)C1=NC(=CC(=C1)C1=NN=C(O1)C1=C(C=C(C=C1)NS(=O)(=O)C(CO)(C)C)N1CCC2(CC2)CC1)C)F